C(#N)C1=C(N=C(C=2CCN(CC12)C1=CC=CC2=CC=CC=C12)N1CCN(CC1)C(=O)OC(C)(C)C)N1CCN(CC1)S(=O)(=O)C tert-butyl 4-(4-cyano-3-(4-(methylsulfonyl)piperazin-1-yl)-6-(naphthalen-1-yl)-5,6,7,8-tetrahydro-2,6-naphthyridin-1-yl)piperazine-1-carboxylate